9-phenyl-3-[4-(4,4,5,5-tetramethyl-1,3,2-dioxaborolan-2-yl)phenyl]-9H-carbazole C1(=CC=CC=C1)N1C2=CC=CC=C2C=2C=C(C=CC12)C1=CC=C(C=C1)B1OC(C(O1)(C)C)(C)C